FC1=C(C(=CC(=C1)\C=C\C1=CC=C(C=C1)N1CCCC1)/C=N/N1CCOCC1)O 2-fluoro-6-((E)-(morpholinoimino)methyl)-4-((E)-4-(pyrrolidin-1-yl)styryl)phenol